3,4,4-trifluorobut-3-en-1-yl 2-(2H-benzo[d][1,2,3]triazol-2-yl)propanoate N=1N(N=C2C1C=CC=C2)C(C(=O)OCCC(=C(F)F)F)C